CC1(C(NC2=C(O1)C=C(C=C2)C2=CC=C(C=C2)S(=O)(=O)N2CCC(CC2)NC2=NC=C(C=C2)C(F)(F)F)=O)C 2,2-Dimethyl-7-(4-((4-((5-(trifluoromethyl)pyridin-2-yl)amino)piperidin-1-yl)sulfonyl)phenyl)-2H-benzo[b][1,4]oxazin-3(4H)-one